BrC1=C(C(=C(C(=C1OC1=C(C(=C(C(=C1Br)Br)OC1=C(C(=C(C(=C1Br)Br)Br)Br)Br)Br)Br)Br)Br)Br)Br 1,4-bis(pentabromophenoxy)tetrabromobenzene